CN1N=C(C=C1C(=O)O)C(C)C=1C=NC(=CC1C)N1C([C@@H]2C[C@@H]2C1)=O 1-methyl-3-(1-(4-methyl-6-((1R,5S)-2-oxo-3-azabicyclo[3.1.0]hexan-3-yl)pyridin-3-yl)ethyl)-1H-pyrazole-5-carboxylic acid